Pyrazine-6(2H)-one N1CCN=CC1=O